NC1=C(C=C(N=N1)C1=C(C=CC=C1)O)N1N=CC(=C1)N1C[C@@H]2COC[C@@H](C1)N2 2-[6-amino-5-[4-[(1R,5R)-3-oxa-7,9-diazabicyclo[3.3.1]nonan-7-yl]pyrazol-1-yl]pyridazin-3-yl]phenol